C1(CC1)C1=NC=NC(=C1C1=NN2C=NC=C(C2=N1)CC1=CC(=C(C=C1)C=1N(C=C(N1)C(F)(F)F)C)F)OC 2-(4-cyclopropyl-6-methoxypyrimidin-5-yl)-8-(3-fluoro-4-(1-methyl-4-(trifluoromethyl)-1H-imidazol-2-yl)benzyl)-[1,2,4]triazolo[1,5-c]pyrimidine